8-cyclopentyl-tetracyclo[4.4.0.12,5.17,10]-dodeca-3-ene C1(CCCC1)C1C2C3C4C=CC(C3C(C1)C2)C4